tert-butyl 4-(3-((2,6-dioxopiperidin-3-yl)oxy)phenyl)piperazine-1-carboxylate O=C1NC(CCC1OC=1C=C(C=CC1)N1CCN(CC1)C(=O)OC(C)(C)C)=O